COC1=CC=C(C=C1)S(=O)(=O)N1CCC(CC1)C=1C=CN=C2NC=NC12 7-[1-(4-methoxyphenylsulfonyl)-4-piperidyl]-3H-1,3,4-triazaindene